C(C)(C)(C)C1=CC=C(C=C1)N(C1=CC=C(C=C1)C=1C(C(C2=CC3=CC=CC=C3C=C2C1)=O)=O)C1=CC=C(C=C1)C(C)(C)C (4-(bis(4-(tert-butyl)phenyl)amino)phenyl)anthracene-1,2-dione